C1=CC=C(C=C1)C[C@@H](C(=O)[O-])NP(=O)([O-])OC[C@@H]2[C@H]([C@H]([C@@H](O2)N3C=NC4=C(N=CN=C43)N)O)O The molecule is a doubly-charged alpha-amino-acid anion arising from deprotonation of the carboxy and phosphate groups of N-adenylyl-L-phenylalanine; major species at pH 7.3. It is an organophosphate oxoanion and an alpha-amino-acid anion. It is a conjugate base of a N-adenylyl-L-phenylalanine.